benzyl 3-[(1,3-dioxoisoindolin-2-yl) methyl]-5-hydroxy-piperidine-1-carboxylate O=C1N(C(C2=CC=CC=C12)=O)CC1CN(CC(C1)O)C(=O)OCC1=CC=CC=C1